ClC=1C=CC(=NC1)COC1=CC(N(C=C1)C1=CC=2C=C3N(C2C=C1)CCN(CC3)C3CC3)=O 4-[(5-chloro-pyridin-2-yl)methoxy]-1-{3-cyclopropyl-1H,2H,3H,4H,5H-[1,4]diazepino[1,7-a]indol-9-yl}-1,2-dihydropyridin-2-one